C(C)(=O)N1C[C@@H]2N([C@H](C(N(CC2)CCC(C)C)=O)CC2=CC=CC=C2)C([C@@H]1CC1=CC=CC=C1)=O (3S,6S,10aR)-2-acetyl-3,6-dibenzyl-8-isopentylhexahydropyrazino[1,2-d][1,4]diazepine-4,7(1H,6H)-dione